ClC1=C(C=CC=C1)NC(C1=CC=C(C=C1)NC1=NC(=NC=C1F)NC1=CC=C(C=C1)C(NC1CCN(CC1)C(CN1CCN(CC1)C1=CC=C(C=C1)C1C(NC(CC1)=O)=O)=O)=O)=O N-(2-chlorophenyl)-4-((2-((4-((1-(2-(4-(4-(2,6-dioxopiperidin-3-yl)phenyl)piperazin-1-yl)acetyl)piperidin-4-yl)carbamoyl)phenyl)amino)-5-fluoropyrimidin-4-yl)amino)benzamide